ClC=1C(=C2C=NNC2=C(C1F)C(C(F)(F)F)OC)C=1N=CC=2N(C1)C=C(N2)NC(=O)[C@H]2[C@H](C2)F (1S,2S)-N-(6-(5-chloro-6-fluoro-7-(2,2,2-trifluoro-1-methoxyethyl)-1H-indazol-4-yl)imidazo[1,2-a]pyrazin-2-yl)-2-fluorocyclopropane-1-carboxamide